BrC1=CC(=C(C=C1F)NC(OC(C)(C)C)=O)Cl tert-butyl (4-bromo-2-chloro-5-fluorophenyl)carbamate